[Cl-].ClC1=CC(=C(C=C1)C1(OC2=C(O1)C=CC=C2C2CC[NH2+]CC2)C)F 4-(2-(4-chloro-2-fluorophenyl)-2-methylbenzo[d][1,3]dioxol-4-yl)piperidin-1-ium chloride